4-(4-Benzylpiperazin-1-yl)-6-(4-chlorophenyl)-2-(pyridin-3-yl)pyrimidine C(C1=CC=CC=C1)N1CCN(CC1)C1=NC(=NC(=C1)C1=CC=C(C=C1)Cl)C=1C=NC=CC1